CC1(OC2CC34C(C(C(C2(O1)C)C4)(C)C)CCC3C)CCC 5,7,9,9,13-pentamethyl-5-propyl-4,6-dioxatetracyclo[6.5.1.0~1,10~.0~3,7~]tetradecane